C(C)(C)(C)OC(NC=1C=NN(C1)CC=1N=NC(=CC1)N1C(C2CC2C1)=O)=O (1-((6-(2-oxo-3-azabicyclo[3.1.0]hex-3-yl)pyridazin-3-yl)methyl)-1H-pyrazol-4-yl)carbamic acid tert-butyl ester